1-[3-[4-(3,4-Dichloro-2-fluoro-anilino)quinazolin-6-yl]-3-hydroxy-pyrrolidin-1-yl]prop-2-en-1-one ClC=1C(=C(NC2=NC=NC3=CC=C(C=C23)C2(CN(CC2)C(C=C)=O)O)C=CC1Cl)F